2-amino-4-[2-(tert-butoxycarbonylamino)ethoxy-propyl-carbamoyl]-3H-1-benzazepine-8-carboxylic acid NC1=NC2=C(C=C(C1)C(N(CCC)OCCNC(=O)OC(C)(C)C)=O)C=CC(=C2)C(=O)O